C(C1=CC=CC=C1)OC1=C2CC(N(CC2=CC=C1OC)C=1OC2=C(N1)C=CC(=C2)C)C(=O)OCC ethyl 5-(benzyloxy)-6-methoxy-2-(6-methyl-benzo[d]oxazol-2-yl)-1,2,3,4-tetrahydro-isoquinoline-3-carboxylate